NN1C([C@@H](N=C(C2=C1C=CC(=C2Cl)C(F)(F)F)C2=NC(=CC=C2Cl)OC)C)=O (3S)-1-amino-6-chloro-5-(3-chloro-6-methoxy-2-pyridyl)-3-methyl-7-(trifluoromethyl)-3H-1,4-benzodiazepin-2-one